3-(1-(4-fluoro-2-methylphenyl)-4-oxo-6-(trifluoromethyl)-1,4-dihydro-quinazolin-3(2H)-yl)piperidine-2,6-dione FC1=CC(=C(C=C1)N1CN(C(C2=CC(=CC=C12)C(F)(F)F)=O)C1C(NC(CC1)=O)=O)C